C1(=C(O)C(=CC(CC=C)=C1)C=CC(=O)[O-])OC eugenol-acrylate